C(C1=CC=CC=C1)OC(=O)N[C@@H](C(=O)OCC1=CC=CC=C1)CNC(C1=C(C=CC(=C1)C=1C=NSC1CC)F)=O (R)-benzyl 2-(((benzyloxy)carbonyl)amino)-3-(5-(5-ethylisothiazol-4-yl)-2-fluorobenzamido)propanoate